C1(=CC=CC=C1)[SiH]1N([SiH2]N1Cl)Cl phenyl-dichlorocyclodisilazane